S-(-)-α-hydroxy-γ-butyrolactone C1COC(=O)[C@H]1O